N[C@@H](CCC(=O)O)C(=O)N[C@@H](CS)C(=O)N[C@@H](CC(=O)O)C(=O)N[C@@H](CS)C(=O)O (l-Glutamyl)-l-Cysteinyl-l-Aspartyl-l-Cysteine